N-(3-fluoro-4-{[6-methoxy-7-(3-morpholinopropoxy)quinolin-4-yl]oxy}phenyl)-2-(4-fluorophenyl)-3-oxo-3,5,6,7-tetrahydro-2H-cyclopenta[c]pyridine-4-carboxamide FC=1C=C(C=CC1OC1=CC=NC2=CC(=C(C=C12)OC)OCCCN1CCOCC1)NC(=O)C1=C2C(=CN(C1=O)C1=CC=C(C=C1)F)CCC2